C(#N)C1=C(C=C(C=C1)N1C(N(C(C1=O)(C)C)C1=CC(=C(C(=O)OCCN2CCOCC2)C=C1)F)=S)C(F)(F)F 2-morpholinoethyl 4-(3-(4-cyano-3-(trifluoromethyl) phenyl)-5,5-dimethyl-4-oxo-2-thioxoimidazol-1-yl)-2-fluorobenzoate